(4aR,6R,7R,8aR)-8-(4-(4-chloro-2,3-difluorophenyl)-1H-1,2,3-triazol-1-yl)-2,2-dimethyl-6-(prop-2-yn-1-yl)hexahydropyrano[3,2-d][1,3]dioxin-7-ol ClC1=C(C(=C(C=C1)C=1N=NN(C1)C1[C@H]([C@H](O[C@H]2[C@@H]1OC(OC2)(C)C)CC#C)O)F)F